N[C@@H](C)C1=CC2=C(NC(=N2)[C@@H](N[S@](=O)C(C)(C)C)C2CCC(CC2)(F)F)C=C1 (R)-N-((S)-(5-((S)-1-aminoethyl)-1H-benzo[d]imidazol-2-yl)(4,4-difluorocyclohexyl)methyl)-2-methylpropane-2-sulfinamide